1,4-dithian-1-ium [SH+]1CCSCC1